C1(CC1)C([C@@H](C(=O)NC1=CC=C(C=C1)C=1C(=NNC1C)C)NC(=O)C=1N(N=CC1)C1COCC1)C1CC1 N-[(1S)-1-(dicyclopropylmethyl)-2-[4-(3,5-dimethyl-1H-pyrazol-4-yl)anilino]-2-oxo-ethyl]-2-tetrahydrofuran-3-yl-pyrazole-3-carboxamide